C(C)(C)(C)C1=CC=2C(=NC(=CN2)[C@@H]2CCC[C@H]([C@@H](N2)COC2=NC(=NC(=C2)C2=C(C=CC=C2C)C)NS(=O)(=O)C=2C=C(C(=O)O)C=CC2)OC)N1C 3-[[4-[[(2S,3R,7S)-7-(6-tert-butyl-5-methyl-pyrrolo[2,3-b]pyrazin-3-yl)-3-methoxy-azepan-2-yl]methoxy]-6-(2,6-dimethylphenyl)pyrimidin-2-yl]sulfamoyl]benzoic acid